C1(CC1)C1=NC=C(C=C1NC(C1=NC(=CC=C1)C=1C=NN(C1)CC(F)(F)F)=O)N1C(C[C@@H](C1)C)=O (S)-N-(2-cyclopropyl-5-(4-methyl-2-oxopyrrolidin-1-yl)pyridin-3-yl)-6-(1-(2,2,2-trifluoroethyl)-1H-pyrazol-4-yl)picolinamide